methyl 4-chloro-2-(4-(trifluoromethyl)phenyl)quinoline-7-carboxylate ClC1=CC(=NC2=CC(=CC=C12)C(=O)OC)C1=CC=C(C=C1)C(F)(F)F